[Cl-].ONC(=O)C=1C=NC=CC1 (3Z)-N-hydroxypyridine-3-carboxamide chloride